4-(5-(3-ethoxy-2-fluoro-4-methoxyphenyl)pyridin-3-yl)-1,2-oxaborol-2-ol C(C)OC=1C(=C(C=CC1OC)C=1C=C(C=NC1)C=1CB(OC1)O)F